C(C1=CC=CC=C1)=C=CC1=CC=CC=C1 benzylidene(styrene)